O([Si](C)(C)C(C)(C)C)C1=CC=[O+]C2=C1C=CC=C2 4-t-Butyldimethylsiloxy-1-benzopyrylium